FC(C(=O)O)(F)F.N[C@H]1CN(CCC1)C1=NC=2N(C=C1)N=CC2C(=O)NC2=C(C=C(C=C2)N2CCOCC2)OC (R)-5-(3-aminopiperidin-1-yl)-N-(2-methoxy-4-morpholinophenyl)pyrazolo[1,5-a]pyrimidine-3-carboxamide trifluoroacetate salt